BrC1=C(OC=2C=CC(=NC2)F)C=CC=C1 5-(2-Bromophenoxy)-2-fluoropyridine